COC=O methylformate